NC=1C(=CC(=NC1)C=1C=CC2=C(C=3CN(C(C3C=C2)=O)CC(=C)C(N)=O)C1)C(=O)NC 5-amino-2-[2-(2-carbamoyl-2-methylideneethyl)-3-oxo-1H,2H,3H-benzo[e]isoindol-8-yl]-N-methylpyridine-4-carboxamide